C(#N)/C(/C(=O)[O-])=C\OCC (2E)-2-cyano-3-ethoxyacrylate